(10R,11S,13S,17S)-17-((dimethyl-amino)methyl)-11-hydroxy-10,13-dimethyl-6,7,8,9,10,11,12,13,14,15,16,17-dodecahydro-3H-cyclopenta[a]phenanthren-3-one CN(C)C[C@H]1CCC2C3CCC4=CC(C=C[C@@]4(C3[C@H](C[C@]12C)O)C)=O